5-(3-chloroimidazo[1,2-b]pyridazin-6-yl)-2-isobutyl-7H-pyrrolo[2,3-d]pyrimidine ClC1=CN=C2N1N=C(C=C2)C2=CNC=1N=C(N=CC12)CC(C)C